N(=[N+]=[N-])C1=CC=C(C(=O)NCCOCCOCCOCCOC2=CC=C(C=C2)C=2N=NC(=NN2)C)C=C1 4-azido-N-(2-(2-(2-(2-(4-(6-methyl-1,2,4,5-tetrazin-3-yl)phenoxy)ethoxy)ethoxy)ethoxy)ethyl)benzamide